Cl.ClCC1=C(N=CS1)C 5-(chloromethyl)-4-methyl-thiazole hydrochloride